FC=1C=NC=C(C1C1(C(C=NC2=CC(=CC=C12)OC)N)N)OC 4-(3-fluoro-5-methoxy-4-pyridinyl)-7-methoxy-quinoline-3,4-diamine